ClC1=C(C=C(C=C1F)CC(NO)=N)F 2-(4-chloro-3,5-difluorophenyl)-N-hydroxyacetimidamide